Ethyl 2-(((4-methyl-6-oxo-1,6-dihydropyridazin-3-yl) methyl) amino)-2-oxoacetate CC=1C(=NNC(C1)=O)CNC(C(=O)OCC)=O